(3S)-3-[7-(difluoromethoxy)-1,4-dimethyl-1H-benzotriazol-5-yl]-3-[7-(hydroxymethyl)-1-benzothien-5-yl]propionic acid ethyl ester C(C)OC(C[C@@H](C=1C=C(C2=C(C=CS2)C1)CO)C1=C(C2=C(N(N=N2)C)C(=C1)OC(F)F)C)=O